C(C1=CC=CC=C1)OC(=O)N1CC(C1)C1=NC=C2N1C=CN=C2Cl 3-(8-Chloroimidazo[1,5-a]pyrazin-3-yl)azetidine-1-carboxylic acid benzyl ester